8-methoxy-3-(4-(dipropylamino)butoxy)-6H-benzo[c]benzopyran-6-one COC=1C=CC2=C(C(OC3=C2C=CC(=C3)OCCCCN(CCC)CCC)=O)C1